N1=CN=CC2=C1N=CC(=C2)S(=O)(=O)N pyrido[2,3-d]pyrimidine-6-sulfonamide